CN1C(N(C([C@]12CN(CC2)C2=NC=CC(=N2)C2=NC1=CC(=NC=C1C=C2)CNC(C2=CN=C(C(=C2)S(=O)(=O)C)C)=O)=O)C)=O (S)-N-((2-(2-(1,3-dimethyl-2,4-dioxo-1,3,7-triazaspiro[4.4]nonan-7-yl)pyrimidin-4-yl)-1,6-naphthyridin-7-yl)methyl)-6-methyl-5-(methylsulfonyl)nicotinamide